C(C)(C)(C)OC(=O)NCC(CNC(O)=O)OCC(=O)OCC N-(3-(tert-butoxycarbonylamino)-2-(ethoxycarbonylmethoxy)-propan-1-yl)carbamic acid